COC([C@@H](CCCC1=CC=C(C=C1)OCCOCCOCC)OS(=O)(=O)C)=O.OC(CC(C)(OOC(CCCCCC(C)(C)C)=O)C)CC(C)(OOC(CCCCCC(C)(C)C)=O)C 4-hydroxy-2,6-dimethyl-2,6-di(neodecanoylperoxy)heptane methyl-(2R)-5-{4-[2-(2-ethoxyethoxy)ethoxy]phenyl}-2-[(methanesulfonyl)oxy]pentanoate